N-(4-(4-amino-5-(3,5-difluoro-4-(pyrimidin-2-yloxy)phenyl)-7-methyl-7H-pyrrolo[2,3-d]pyrimidin-6-yl)phenyl)methacrylamide lead bismuth gold-silver [Ag].[Au].[Bi].[Pb].NC=1C2=C(N=CN1)N(C(=C2C2=CC(=C(C(=C2)F)OC2=NC=CC=N2)F)C2=CC=C(C=C2)NC(C(=C)C)=O)C